C(#N)C1=CNC2=CC=CC(=C12)CC 3-cyano-4-ethyl-1H-indole